7-((6-bromo-5-(difluoromethyl)pyridin-2-yl)oxy)-2-azaspiro[3.5]Nonane-2-carboxylic acid BrC1=C(C=CC(=N1)OC1CCC2(CN(C2)C(=O)O)CC1)C(F)F